(R)-4-(4-((1-(3-(difluoromethyl)-2-fluorophenyl)ethyl)amino)-7-methoxy-2-methylpyrido[2,3-d]pyrimidin-6-yl)tetrahydro-2H-pyran-4-ol 2,4-dichlorophenyl-benzenesulfonate ClC1=C(C=CC(=C1)Cl)C1=C(C=CC=C1)S(=O)(=O)OC1(CCOCC1)C1=CC2=C(N=C(N=C2N[C@H](C)C2=C(C(=CC=C2)C(F)F)F)C)N=C1OC